4-((4-aminophenyl)thio)-2-methoxyphenyl-aniline NC1=CC=C(C=C1)SC1=CC(=C(C=C1)NC1=CC=CC=C1)OC